BrC1=C(C=CC=C1)CNC 1-(2-bromophenyl)-N,N-dimethylamine